(S)-4-(4-amino-6-(4-methacrylamidophenyl)-7-methyl-7H-pyrrolo[2,3-d]pyrimidin-5-yl)-N-cyclopentylcyclohex-3-ene-1-carboxamide NC=1C2=C(N=CN1)N(C(=C2C2=CC[C@H](CC2)C(=O)NC2CCCC2)C2=CC=C(C=C2)NC(C(=C)C)=O)C